O=C1N(C[C@@H](C1S(=O)(=O)C1=CC=C(C)C=C1)CCC)C(C(=O)O)CC 2-((4S)-2-oxo-4-propyl-3-tosylpyrrolidin-1-yl)butanoic acid